cyanomethyl 4-methylbenzenesulfonate CC1=CC=C(C=C1)S(=O)(=O)OCC#N